(2-(4-(4-Acetylphenyl)piperazin-1-yl)-2-oxoethyl)-5-chloro-1H-indole-2-carboxylic acid C(C)(=O)C1=CC=C(C=C1)N1CCN(CC1)C(CN1C(=CC2=CC(=CC=C12)Cl)C(=O)O)=O